S1C=NC2=C1C=CC(=C2)NC2=CC=NC1=CC=C(C=C21)C2=C(C=C(OC1CC3(CN(C3)C(=O)OC(C)(C)C)C1)C=C2)F tert-butyl 6-(4-(4-(benzo[d]thiazol-5-ylamino)quinolin-6-yl)-3-fluorophenoxy)-2-azaspiro[3.3]heptane-2-carboxylate